2-(((S)-pent-2-yl)oxy)-7-(piperidin-2-ylmethyl)imidazo[2,1-f][1,2,4]triazin-4-amine C[C@@H](CCC)OC1=NN2C(C(=N1)N)=NC=C2CC2NCCCC2